1,3-bis(2,4,6-trimethylphenyl)-4,5-dihydroimidazole CC1=C(C(=CC(=C1)C)C)N1CN(CC1)C1=C(C=C(C=C1C)C)C